Dimethyl-diethyl-germanium C[Ge](CC)(CC)C